N-[3-[(2,3-dihydroxypropyl)(3-octyloxypropyl)amino]propyl]oleamide OC(CN(CCCNC(CCCCCCC\C=C/CCCCCCCC)=O)CCCOCCCCCCCC)CO